C(C)(C)(C)OC(=O)N1C[C@@H](OCC1)C=O (R)-N-tert-butyloxycarbonyl-2-formylmorpholine